NC(C(=O)O)CO 2-amino-3-hydroxypropanoic acid